3-[3-(4-Benzyloxyphenyl)-2-hydroxypropyl]-1H-1,2,4-triazole-5(4H)-thione C(C1=CC=CC=C1)OC1=CC=C(C=C1)CC(CC1=NNC(N1)=S)O